C[Si](O[Li])(C=C)C dimethyl-vinyl-siloxylithium